C(C)(=O)N1C/C(/NCC1)=C/C=1N=CNC1C(C)C (Z)-1-acetyl-3-((5-isopropyl-1H-imidazol-4-yl)methylene)piperazine